BrC1=CC=2C3=C(C=NC2C=C1F)N(C(C31CC(C1)NCCOC)=O)C 8'-Bromo-7'-fluoro-3-((2-methoxyethyl)amino)-3'-methylspiro[cyclobutane-1,1'-pyrrolo[2,3-c]quinolin]-2'(3'H)-one